CC1C(CCC2=CC=C(C=C12)OC1=C(C=CC=C1)C1=CC(=CC=C1)CC)NC(=O)OC(C)(C)C Methyl-2-((tert-butoxycarbonyl)amino)-7-((3'-ethyl-[1,1'-biphenyl]-2-yl)oxy)-1,2,3,4-tetrahydronaphthalene